(1-(2,6-dioxopiperidin-3-yl)-2-oxo-1,2-dihydrobenzo[cd]indol-4-yl)methyl(4-chloro-3-(difluoromethoxy)phenyl)carbamate O=C1NC(CCC1N1C(C2=C3C(C=CC=C13)=CC(=C2)OC(N(C2=CC(=C(C=C2)Cl)OC(F)F)C)=O)=O)=O